NC1=C(C(=CC(=N1)C=1C=C2[C@H](N(C(C2=CC1)=O)C1C(NC(CC1)=O)=O)C)C)F 3-((R)-5-(6-amino-5-fluoro-4-methylpyridin-2-yl)-3-methyl-1-oxoisoindolin-2-yl)piperidine-2,6-dione